CC(C)=CCC\C(\C)=C\C=C\C(\C)=C\C=C\C(\C)=C\C=C\C=C(/C)\C=C\C=C(/C)\C=C\C=C(/C)\CCC=C(C)C All-trans-lycopene